COC=1C=CC=2C3=C(C=NC2N1)NC(N3CC3=CC=C(C=C3)S(=O)(=O)N)=O 4-((7-methoxy-2-oxo-2,3-dihydro-1H-imidazo[4,5-c][1,8]naphthyridin-1-yl)methyl)benzenesulfonamide